(R)-1-(3,4-dihydroisoquinolin-2(1H)-yl)-3-((7-(oxetan-3-ylamino)-1H-pyrazolo[4,3-d]pyrimidin-3-yl)amino)propan-2-ol C1N(CCC2=CC=CC=C12)C[C@@H](CNC1=NNC2=C1N=CN=C2NC2COC2)O